3-(2-hydroxypropan-2-yl)-4-methyl-1H-pyridine OC(C)(C)C=1CNC=CC1C